N1(CCOCC1)C(CCNC(=O)C1=CC2=C(N(C(=N2)NC=2SC3=C(N2)C=CC(=C3)C(F)(F)F)C)C=C1)=O 1-Methyl-2-(6-trifluoromethyl-benzothiazol-2-ylamino)-1H-benzoimidazole-5-carboxylic acid (3-morpholin-4-yl-3-oxo-propyl)-amide